(3-Methyl-2-(1-methylpiperidin-4-yl)-1H-indol-5-yl)methanamine CC1=C(NC2=CC=C(C=C12)CN)C1CCN(CC1)C